cyclohexane-1,2-dicarboxylic acid (2-ethylhexyl) ester C(C)C(COC(=O)C1C(CCCC1)C(=O)O)CCCC